N[C@H]1C2N(CC1CC2)C(=O)C=2C=C(C=1N(C2)N=C(C1C)C1=CC=2C(=NC(=CC2)C2=CC(=C(C(=O)N)C=C2)C)N1CC1CC1)F 4-(2-{6-[(7R)-7-amino-2-azabicyclo[2.2.1]heptane-2-carbonyl]-4-fluoro-3-methylpyrazolo[1,5-a]pyridin-2-yl}-1-(cyclopropylmethyl)-1H-pyrrolo[2,3-b]pyridin-6-yl)-2-methylbenzamide